FC1=CC(=C(C(=C1)C(C)C)NC(=O)N=S(=O)(N)C1=CC=C(C=C1)S(=O)(=O)C)C(C)C N'-(4-fluoro-2,6-diisopropylphenylcarbamoyl)-4-(methylsulfonyl)benzene-sulfonimidamide